5-{3-[6-Methyl-4-(4-trifluoromethyl-phenyl)-pyridin-2-yl]-phenyl}-pyridin-2-ylamine CC1=CC(=CC(=N1)C=1C=C(C=CC1)C=1C=CC(=NC1)N)C1=CC=C(C=C1)C(F)(F)F